O=C1NC([C@H](N1)CC=1N=NN(C1)CC(=O)O)=O (R)-2-(4-((2,5-dioxoimidazolidin-4-yl)methyl)-1H-1,2,3-triazol-1-yl)acetic acid